(3Z,6R)-6-isopropenyl-3-methyl-3,9-decadienyl acetate C(C)(=O)OCC\C(=C/C[C@@H](CCC=C)C(=C)C)\C